5-(p-chlorophenyl)-6-[1-(m-chlorophenyl)-1H-pyrazol-4-yl]-4-pyrimidinylamine ClC1=CC=C(C=C1)C=1C(=NC=NC1C=1C=NN(C1)C1=CC(=CC=C1)Cl)N